N(=[N+]=[N-])CC1=NN(C=C1)C(C(=O)OCC)(C)C ethyl 2-(3-(azidomethyl)-1H-pyrazol-1-yl)-2-methylpropanoate